2,2,2-Trichloroethyl (2-methyl-3-phenyl-6,7-dihydro-5H-cyclopenta[b]pyridin-4-yl)carbamate CC1=C(C(=C2C(=N1)CCC2)NC(OCC(Cl)(Cl)Cl)=O)C2=CC=CC=C2